BrC1=C2C3(CNC(C2=CC(=C1)CCl)=O)CC(C3)(F)F 5'-Bromo-7'-(chloromethyl)-3,3-difluoro-2',3'-dihydro-1'H-spiro[cyclobutane-1,4'-Isoquinolin]-1'-one